C(C)(=O)N1[C@H]([C@H](CCC1)NS(=O)(=O)C)CO[C@@H]1C[C@H](C1)C1=CC=CC=C1 N-(cis-1-acetyl-2-(((trans-3-phenylcyclobutyl)oxy)methyl)-piperidin-3-yl)methane-sulfonamide